2-(6-(1-((1R,2R,3R,5R)-6,6-difluoro-2-methoxy-8-azabicyclo[3.2.1]octan-3-yl)vinyl)-1,2,4-triazin-3-yl)-5-(1H-imidazol-1-yl)phenol FC1([C@H]2C[C@@H]([C@H]([C@@H](C1)N2)OC)C(=C)C2=CN=C(N=N2)C2=C(C=C(C=C2)N2C=NC=C2)O)F